NCCNCCC[Si](OC)(OC)C gamma-(2-aminoethyl)aminopropyl-methyldimethoxysilane